C(C1=CC=CC=C1)OC1=C(C(=C(C=O)C=C1)B1OC(C(O1)(C)C)(C)C)C 4-(benzyloxy)-3-methyl-2-(4,4,5,5-tetramethyl-1,3,2-dioxaborolan-2-yl)benzaldehyde